N,N-dimethyl-2-phenoxyethan-1-amine CN(CCOC1=CC=CC=C1)C